3-methyl-5-(N-(3-fluorophenylethyl)sulfamoyl)benzofuran-2-carboxylic acid CC1=C(OC2=C1C=C(C=C2)S(NCCC2=CC(=CC=C2)F)(=O)=O)C(=O)O